C(C)(C)(C)[C@@H]1CC2=C(C3=CC(C(=CN13)C(=O)OCC)=O)OC1=C2C=CC(=C1)OC ethyl (S)-6-(tert-butyl)-10-methoxy-2-oxo-6,7-dihydro-2H-benzofuro[2,3-a]quinolizine-3-carboxylate